[N+](=O)([O-])C=1C=C(C=CC1NCC1CCC2(COC2)CC1)S(=O)(=O)NC(C1=C(C=CC=C1)OC=1C=C2C(=NC1)NC=C2)=O N-({3-nitro-4-[(2-oxaspiro[3.5]non-7-ylmethyl)amino]phenyl}sulfonyl)-2-(1H-pyrrolo[2,3-b]pyridin-5-yloxy)benzamide